3,5-dimethoxyphenyl-1,10-phenanthroline COC=1C=C(C=C(C1)OC)C1=NC2=C3N=CC=CC3=CC=C2C=C1